methyl 2-[[6-(acetylsulfamoyl)-3-morpholinosulfonyl-4-quinolyl] amino]benzoate C(C)(=O)NS(=O)(=O)C=1C=C2C(=C(C=NC2=CC1)S(=O)(=O)N1CCOCC1)NC1=C(C(=O)OC)C=CC=C1